alpha-D-rhamnose O[C@@H]1[C@@H](O)[C@@H](O)[C@H](O)[C@H](O1)C